7-fluoro-4-isopropyl-2-(o-tolyl)phthalazine-1(2H)-one FC1=CC=C2C(=NN(C(C2=C1)=O)C1=C(C=CC=C1)C)C(C)C